C(CCCCCCC\C=C/CCCCCCCC)OC[C@@H](O)CO D,l-O-oleyl-sn-glycerol